FC1(CCC(CC1)[C@H](NC(=O)[C@H]1[C@@H](C1)F)C1=NC2=C(N1)C=CC(=C2)[C@@H](C)NC(CCC(F)(F)F)=O)F (1S,2R)-N-((S)-(4,4-Difluorocyclohexyl)(5-((R)-1-(4,4,4-trifluorobutanamido)ethyl)-1H-benzo[d]imidazol-2-yl)methyl)-2-fluorocyclopropane-1-carboxamide